N1(CCC1)C1=C(C(=NO1)C1=CC=C(C=C1)F)C(=O)NC=1C=CC(=NC1OC)C=1C=NC(=NC1)CNC(OC(C)(C)C)=O tert-butyl N-[[5-[5-[[5-(azetidin-1-yl)-3-(4-fluorophenyl)isoxazole-4-carbonyl]amino]-6-methoxy-2-pyridyl]pyrimidin-2-yl]methyl]carbamate